FC=1C=C(C=CC1OC1=CC(=C(C=C1)NC1=NC2=CC=CC=C2C=C1)C)O 3-fluoro-4-(3-methyl-4-(quinolin-2-ylamino)phenoxy)phenol